6-(6-chloro-3-(ethylthio)pyridin-2-yl)-2-(trifluoromethyl)pyrazolo[1,5-a]pyrimidine ClC1=CC=C(C(=N1)C=1C=NC=2N(C1)N=C(C2)C(F)(F)F)SCC